(S)-2-(((1R,3R)-1-(2,6-difluoro-4-(2-(3-(fluoromethyl)azetidin-1-yl)ethoxy)phenyl)-3-methyl-1,3,4,9-tetrahydro-2H-pyrido[3,4-b]indol-2-yl)methyl)-3,3,3-trifluoropropan-1-ol FC1=C(C(=CC(=C1)OCCN1CC(C1)CF)F)[C@H]1N([C@@H](CC2=C1NC1=CC=CC=C21)C)C[C@@H](CO)C(F)(F)F